2-((3-cyano-4-(6-(4-(pyridin-2-yloxy)piperidin-1-yl)pyridin-3-yl)pyrazolo[1,5-a]pyridin-6-yl)oxy)-N,N-dimethylacetamide C(#N)C=1C=NN2C1C(=CC(=C2)OCC(=O)N(C)C)C=2C=NC(=CC2)N2CCC(CC2)OC2=NC=CC=C2